8-(3-(2-(dimethylamino)ethoxy)phenyl)-N2-(4-morpholinylphenyl)pyrido[3,4-d]pyrimidine-2,4-diamine CN(CCOC=1C=C(C=CC1)C1=NC=CC2=C1N=C(N=C2N)NC2=CC=C(C=C2)N2CCOCC2)C